BrC=1C2=C(SC1C(F)(F)P(OCC)(OCC)=O)C(=CC=C2)OCCCC(F)(F)F diethyl ((3-bromo-7-(4,4,4-trifluorobutoxy)benzo[b]thiophen-2-yl)difluoromethyl)phosphonate